tert-butyl 4-[(4-amino-2-fluorophenyl)(methyl)carbamoyl]piperidine-1-carboxylate NC1=CC(=C(C=C1)N(C(=O)C1CCN(CC1)C(=O)OC(C)(C)C)C)F